COC1=C(C(=CC(=C1)CCC)OC)C1=C2CC(N(C2=CC=C1C)CCN(C)C)=O 4-(2,6-Dimethoxy-4-propylphenyl)-1-(2-(dimethylamino)ethyl)-5-methylindolin-2-one